O=C1N(CC2=CC(=CC=C12)C=1C=NN(C1C1=CC=CC=C1)C(F)(F)F)C1C(NC(CC1)=O)=O 3-(1-oxo-5-(5-phenyl-1-(trifluoromethyl)-1H-pyrazol-4-yl)isoindolin-2-yl)piperidine-2,6-dione